[Br-].[Br-].C(CCCCCCCCC[N+]1=CC(=C(C=C1)\C=C\C1=CC=C(C=C1)N1CCNCC1)C)[N+]1=CC(=C(C=C1)\C=C\C1=CC=C(C=C1)N1CCNCC1)C 1,1'-(decane-1,10-diyl)bis{3-methyl-4-[(E)-4-(piperazin-1-yl)styryl]pyridin-1-ium} dibromide